O=C1N(C(C=C1)=O)CCCC(=O)NC(CCC(NCCOCCOCCOCCOCCOCCOCCOCCOC)=O)C(NC(C(NC(C(=O)OC1=C(C(=C(C(=C1F)F)F)F)F)C)=O)C)=O perfluorophenyl 30-(4-(2,5-dioxo-2,5-dihydro-1H-pyrrol-1-yl) butanamido)-33,36-dimethyl-27,31,34-trioxo-2,5,8,11,14,17,20,23-octaoxa-26,32,35-triazaheptatriacontan-37-oate